(4-amino-3,5-difluorophenyl)(8-(4-chloro-6-ethyl-1,2-dimethyl-1H-benzo[d]imidazol-5-yl)indolizin-3-yl)methanone NC1=C(C=C(C=C1F)C(=O)C1=CC=C2C(=CC=CN12)C1=C(C2=C(N(C(=N2)C)C)C=C1CC)Cl)F